FC1=C(N)C=CC(=C1C=1N=CC=2N(C1)C=NC2I)F 2,4-difluoro-3-[1-iodoimidazo[1,5-a]pyrazin-6-yl]aniline